IC1=NN2C(C=CC=C2)=C1 Iodopyrazolo[1,5-a]pyridine